2-ethynyl-5-(4-(5-methyloxazolo[4,5-b]pyridin-2-yl)piperazine-1-carbonyl)benzonitrile C(#C)C1=C(C#N)C=C(C=C1)C(=O)N1CCN(CC1)C=1OC=2C(=NC(=CC2)C)N1